(1'R,2'R)-4-Ethyl-5'-methyl-2'-(prop-1-en-2-yl)-1',2',3',4'-tetra-hydro-[1,1'-biphenyl]-2,6-diol C(C)C=1C=C(C(=C(C1)O)[C@H]1[C@@H](CCC(=C1)C)C(=C)C)O